6-(6'-acetamidospiro[cyclopropane-1,3'-pyrrolo[3,2-c]pyridine]-1'(2'h)-yl)-2-(1,1-difluoroethyl)pyrimidine-4-carboxylic acid C(C)(=O)NC1=CC2=C(C=N1)C1(CN2C2=CC(=NC(=N2)C(C)(F)F)C(=O)O)CC1